4-{[6-(5-chloro-2-fluorophenyl)pyridazin-4-yl]amino}quinolin-7-ol hydrobromide Br.ClC=1C=CC(=C(C1)C1=CC(=CN=N1)NC1=CC=NC2=CC(=CC=C12)O)F